[B].[B].[B].[B] boron tri-boron